Cl.ClC=1C(=NC=C(C1)N1C(N(C2(CCC2)C1=O)C1=CC(=C(C=C1)N1CCC(CC1)CN1CCNCC1)F)=S=O)C#N 3-chloro-5-(5-[3-fluoro-4-[4-(piperazin-1-ylmethyl)piperidin-1-yl]phenyl]-8-oxo-6-sulfinyl-5,7-diazaspiro[3.4]oct-7-yl)pyridine-2-carbonitrile hydrochloride